2-{(tert-butoxycarbonyl)amino}-5-oxopentanoic acid methyl ester COC(C(CCC=O)NC(=O)OC(C)(C)C)=O